CN1CCC(CC1)CC1CNCC1 1-methyl-4-(pyrrolidin-3-ylmethyl)piperidine